(S)-6-(3-Chloro-6-(difluoromethyl)-2-fluorophenyl)-N-(1-((2-(2-((3-hydroxy-3-methylazetidin-1-yl)methyl)pyrrolidin-1-yl)pyrimidin-5-yl)methyl)-1H-pyrazol-4-yl)pyrazine-2-carboxamide ClC=1C(=C(C(=CC1)C(F)F)C1=CN=CC(=N1)C(=O)NC=1C=NN(C1)CC=1C=NC(=NC1)N1[C@@H](CCC1)CN1CC(C1)(C)O)F